FC1=C(C=C(C=C1)NC(=O)[C@H]1[C@H]2CC[C@@H]([C@H]1NC(C(F)(F)F)=O)C2=O)C(F)(F)F (1R,2S,3R,4S)-N-(4-fluoro-3-(trifluoromethyl)phenyl)-7-oxo-3-(2,2,2-trifluoroacetamido)bicyclo[2.2.1]heptane-2-carboxamide